CN(C)B(N(C)C)N(C)C tri(dimethylamino)boron